methyl 4-amino-1-ethyl-1H-pyrazolo[4,3-c]quinoline-8-carboxylate NC1=NC=2C=CC(=CC2C2=C1C=NN2CC)C(=O)OC